BrCC=1C(=C(C=CC1)CBr)CBr tri(bromomethyl)benzene